3-{3-[4-(Dimethylcarbamoyl)phenyl]-1,2-oxazol-5-yl}-1H-indazole-6-carboxylic acid methyl ester COC(=O)C1=CC=C2C(=NNC2=C1)C1=CC(=NO1)C1=CC=C(C=C1)C(N(C)C)=O